CC(COC1=C(C(=CC=C1C1CCN(CC1)C)N)N)C 3-(2,2-Dimethylethoxy)-4-(1-methylpiperidin-4-yl)benzene-1,2-diamine